BrC=1C(=CC(=NC1)C(=O)N[C@H](CO)C(C)C)C (S)-5-bromo-N-(1-hydroxy-3-methylbutan-2-yl)-4-methylpyridine-2-carboxamide